2-{2-[(1H-1,3-Benzodiazol-2-ylmethyl)amino]ethyl}-N-[(3-chloro-5-fluoropyridin-2-yl)methyl]-1,3-thiazole-4-carboxamide N1C(=NC2=C1C=CC=C2)CNCCC=2SC=C(N2)C(=O)NCC2=NC=C(C=C2Cl)F